OC=1C=C2C(CC3(C2=CC1O)CC(C1=CC(=C(C=C13)O)O)(C)C)(C)C 5,5',6,6'-Tetrahydroxy-3,3,3',3'-tetramethyl-1,1'-spirobiindane